aluminum methylenebis(2,4-di-t-butylphenoxy) phosphate P1(=O)(OOC2=C(C(=C(C=C2)C(C)(C)C)CC=2C(=C(OO1)C=CC2C(C)(C)C)C(C)(C)C)C(C)(C)C)[O-].[Al+3].C2C=1C(=C(OOP(=O)(OOC3=C(C2=C(C=C3)C(C)(C)C)C(C)(C)C)[O-])C=CC1C(C)(C)C)C(C)(C)C.C1C=3C(=C(OOP(=O)(OOC2=C(C1=C(C=C2)C(C)(C)C)C(C)(C)C)[O-])C=CC3C(C)(C)C)C(C)(C)C